10-chloro-2-((4-methoxy-6-methyl-2-oxo-1,2-dihydropyridin-3-yl)methyl)-9-(1,3,5-trimethyl-1H-pyrazol-4-yl)-3,4-dihydro-[1,4]diazepino[6,7,1-Hl]indol-1(2H)-one ClC1=C(C=C2C=CN3C2=C1C(N(CC3)CC=3C(NC(=CC3OC)C)=O)=O)C=3C(=NN(C3C)C)C